OC1(CC(C1)N1CCC2=C1N=NC(=C2C)C2=C(C=C(C=C2)C(F)(F)F)O)C 2-{7-[(1s,3s)-3-hydroxy-3-methylcyclobutyl]-4-methyl-6,7-dihydro-5H-pyrrolo[2,3-c]pyridazin-3-yl}-5-(trifluoromethyl)phenol